4,4'-thiobis(2-tert-butyl-5-methylphenol) S(C1=CC(=C(C=C1C)O)C(C)(C)C)C1=CC(=C(C=C1C)O)C(C)(C)C